FC1=CC=C(C=C1)[C@H](CC1=NOC(=N1)CN1C(N(C=CC1=O)C)=O)O 3-({3-[(2S)-2-(4-fluorophenyl)-2-hydroxyethyl]-1,2,4-oxadiazol-5-yl}methyl)-1-methyl-1,2,3,4-tetrahydropyrimidine-2,4-dione